N-(2'-aminoethyl)-4-pentyloxynaphthalene-1-sulfonylamine hydrochloride Cl.NCCNS(=O)(=O)C1=CC=C(C2=CC=CC=C12)OCCCCC